Benzoboroxol B=1OC=C2C1C=CC=C2